2-({2-cyclopentyl-4-[4-(2-methoxy-phenyl)-piperidin-1-yl]-quinazolin-6-yl}-methyl-amino)-ethanol C1(CCCC1)C1=NC2=CC=C(C=C2C(=N1)N1CCC(CC1)C1=C(C=CC=C1)OC)N(CCO)C